8-(1-bromoethyl)-2-(ethylsulfanyl)-4-oxo-4H-chromene-6-carboxylic acid methyl ester COC(=O)C=1C=C2C(C=C(OC2=C(C1)C(C)Br)SCC)=O